CC(=CC)CCCCC cis-3-Methyl-2-octen